C(#N)C=1C=CC(=NC1N1N=CC=N1)C 5-cyano-2-methyl-6-(2H-1,2,3-triazol-2-yl)pyridine